(2-chloro-2-(3-cyclopropylmethoxy-4-difluoromethoxyphenyl)ethyl)-2,6-dimethylpyridin-4(1H)-one ClC(CN1C(=CC(C=C1C)=O)C)C1=CC(=C(C=C1)OC(F)F)OCC1CC1